NC=1C(=NC(=CC1)OC)C(=O)N(C)C(C)C amino-N-isopropyl-6-methoxy-N-methylpyridine-2-carboxamide